FC=1C(=C(C=CC1F)[C@H]1[C@@H](O[C@]([C@H]1C)(C(F)(F)F)C)C(=O)NC1=CC(=NC=C1)C(=O)N)OC 4-((2R,3S,4S,5R)-3-(3,4-difluoro-2-methoxyphenyl)-4,5-dimethyl-5-(trifluoromethyl)tetrahydrofuran-2-carboxamido)pyridineamide